(hydroxymethyl)methylaminopropanesulfonic acid CCC(CO)(NC)S(=O)(=O)O